tri(2,2,3-trimethyl-3-pentyl)citrate CC(C)(C(CC)(C)C(C(C(C(=O)[O-])(C(C(C)(C)C)(CC)C)C(C(C)(C)C)(CC)C)(O)C(=O)[O-])C(=O)[O-])C